BrC=1C=C(C=NC1)C1COCCCN1 3-(5-bromopyridin-3-yl)-1,4-oxazepane